1-(3,4-difluorophenyl)-N-methyl-methylamine FC=1C=C(C=CC1F)CNC